C(C)(C)(C)OC(=O)N1CC(C1)OC1=NC=C(C2=CC(=NC=C12)Cl)C(C)(C)N=[N+]=[N-] 3-((4-(2-azidopropan-2-yl)-6-chloro-2,7-naphthyridin-1-yl)oxy)azetidine-1-carboxylic acid tert-butyl ester